C1(=CC=CC=C1)C1=CC=CC=2NC(=NC21)C2N(CCOC2)C#N (4-phenyl-1H-benzo[d]imidazol-2-yl)morpholine-4-carbonitrile